(Z)-2-fluoro-3-((2-methyl-7-(methylthio)-1,1-dioxido-5-phenyl-4,5-dihydro-2H-spiro[benzo[f][1,2,5]thiadiazepine-3,1'-cyclobutan]-8-yl)oxy)acrylate F\C(\C(=O)[O-])=C/OC1=CC2=C(N(CC3(CCC3)N(S2(=O)=O)C)C2=CC=CC=C2)C=C1SC